1-(2,4,6-trimethylphenyl)-1H-pyrazol-3-amine CC1=C(C(=CC(=C1)C)C)N1N=C(C=C1)N